(2S)-1-{2-[(4-butoxyphenyl)formamido]acetyl}-N-[(4-carbamimidoylthiophen-2-yl)methyl]pyrrolidine-2-carboxamide C(CCC)OC1=CC=C(C=C1)C(=O)NCC(=O)N1[C@@H](CCC1)C(=O)NCC=1SC=C(C1)C(N)=N